2,2-dichloro-N-(5-((5-chloro-4-((2-(dimethylphosphoryl)phenyl)amino)pyrimidin-2-yl)amino)-4-methoxy-2-(4-(4-methylpiperazin-1-yl)piperidin-1-yl)phenyl)acetamide ClC(C(=O)NC1=C(C=C(C(=C1)NC1=NC=C(C(=N1)NC1=C(C=CC=C1)P(=O)(C)C)Cl)OC)N1CCC(CC1)N1CCN(CC1)C)Cl